6-Methoxy-1-(4-(morpholinylmethyl)phenyl)-1,4-dihydrothiochromeno[4,3-c]pyrazole-3-carboxylate COC1=CC=CC2=C1SCC1=C2N(N=C1C(=O)[O-])C1=CC=C(C=C1)CN1CCOCC1